(S)-2-(hydroxymethyl)-4-(5-(trifluoromethyl)pyrimidin-2-yl)piperazine-1-carboxylic acid tert-butyl ester C(C)(C)(C)OC(=O)N1[C@@H](CN(CC1)C1=NC=C(C=N1)C(F)(F)F)CO